C(C)C=1C(NC2=CC(=CN=C2C1)CN1CCN(CC1)C=1C=C2C=NNC(C2=CC1)=O)=O 3-ethyl-7-((4-(1-oxo-1,2-dihydrophthalazin-6-yl)piperazin-1-yl)methyl)-1,5-naphthyridin-2(1H)-one